FC=1C=C(C=CC1C1=C(C=NC=C1)C)NC([C@H](C(C1=CC=CC=C1)C1=CC=CC=C1)NC(OC(C)(C)C)=O)=O tert-butyl (S)-(1-((3-fluoro-4-(3-methylpyridin-4-yl)phenyl)amino)-1-oxo-3,3-diphenylpropan-2-yl)carbamate